C1C(CC2=CC=CC=C12)CN1[C@@H]([C@H]([C@@H]([C@H](C1)O)O)O)CO (2R,3R,4R,5S)-1-((2,3-dihydro-1H-inden-2-yl)methyl)-2-(hydroxymethyl)piperidine-3,4,5-triol